1-cyclobutyl-N-(3-(4-(2,3-dimethylphenyl)piperazin-1-yl)-3-oxopropyl)-2-(3,4,5-trimethoxyphenyl)-1H-benzo[d]imidazole-6-carboxamide C1(CCC1)N1C(=NC2=C1C=C(C=C2)C(=O)NCCC(=O)N2CCN(CC2)C2=C(C(=CC=C2)C)C)C2=CC(=C(C(=C2)OC)OC)OC